FC1=CC=C(C(=N1)C(=C)C)CN1N=CC(=C1)CN (1-((6-Fluoro-2-(prop-1-en-2-yl)pyridin-3-yl)methyl)-1H-pyrazol-4-yl)methanamine